C(C1=CC=CC=C1)OCC1CC(C1)S(=O)(=O)Cl 3-((benzyloxy)methyl)cyclobutane-1-sulfonyl chloride